CN(C(=O)OC1=CC2=C(C=C1)C1(CCC1)N(C(O2)=O)CC=2C(=C(C=CC2)NC([O-])=O)F)C N-[3-({7-[(dimethylcarbamoyl)oxy]-2-oxo-2,3-dihydrospiro[1,3-benzoxazine-4,1'-cyclobutan]-3-yl}methyl)-2-fluorophenyl]carbamate